1-(4-fluorophenyl)-6-methyl-5-(4-((1-(2,2,2-trifluoroethyl)-1H-pyrazol-4-yl)sulfonyl)-4,7-diazaspiro[2.5]octan-7-yl)-1H-indazole FC1=CC=C(C=C1)N1N=CC2=CC(=C(C=C12)C)N1CCN(C2(CC2)C1)S(=O)(=O)C=1C=NN(C1)CC(F)(F)F